diisopropylbutyl-ethoxysilane C(C)(C)[Si](OCC)(CCCC)C(C)C